(benzylamino)-8,10-difluoro-12H-benzothiopyrano[2,3-c]Quinolin-12-one C(C1=CC=CC=C1)NC1=C2C3=C(C=NC2=CC=C1)SC1=C(C3=O)C=C(C=C1F)F